[SiH3]O.[Li] lithium silanol salt